monooxybispentene C=CCCCOCCCC=C